3-hydroxy-N-(6-nitrobenzo[d]thiazol-2-yl)picolinamide OC=1C(=NC=CC1)C(=O)NC=1SC2=C(N1)C=CC(=C2)[N+](=O)[O-]